(1R,2S)-1-[4-(5,5-dimethylphenoxy)phenyl]2-phenyl-tetralin-6-ol CC1(CC=CC(OC2=CC=C(C=C2)[C@H]2[C@H](CCC3=CC(=CC=C23)O)C2=CC=CC=C2)=C1)C